3-(2,6-difluoro-3,5-dimethoxyphenyl)-1-ethyl-9-methyl-1,3,4,7-tetrahydro-2H-pyrazolo[4',3':5,6]pyrido[4,3-d]pyrimidin-2-one FC1=C(C(=C(C=C1OC)OC)F)N1C(N(C2=C(C1)C=NC1=C2C(=NN1)C)CC)=O